2-(4-(2-fluoro-9-hydroxy-9-(trifluoromethyl)-9H-fluoren-4-yl)-1H-pyrazol-1-yl)-N'-(pyridin-2-yl)acetohydrazide FC1=CC=2C(C3=CC=CC=C3C2C(=C1)C=1C=NN(C1)CC(=O)NNC1=NC=CC=C1)(C(F)(F)F)O